7-[(8-hydroxy-5-nitro-quinolin-7-yl)methyl]-5-nitro-quinolin-8-ol OC=1C(=CC(=C2C=CC=NC12)[N+](=O)[O-])CC1=CC(=C2C=CC=NC2=C1O)[N+](=O)[O-]